N-(2-chlorophenyl)-2-(2-ethoxy-4-fluorobenzoyl)-N-methyl-2-azaspiro[3.3]heptane-6-carboxamide ClC1=C(C=CC=C1)N(C(=O)C1CC2(CN(C2)C(C2=C(C=C(C=C2)F)OCC)=O)C1)C